tert-butyl 4-(hydroxymethyl)pyrazole-1-carboxylate OCC=1C=NN(C1)C(=O)OC(C)(C)C